trifluoro-4-(prop-2-yn-1-yl)-6-(2,3,4,5-tetrafluorophenyl)-2H-benzo[b][1,4]oxazin-3(4H)-one FC1=C(C(=C(C2=C1OCC(N2CC#C)=O)F)C2=C(C(=C(C(=C2)F)F)F)F)F